ethyl (Z)-2-((6-chloro-4-((4-methoxybenzyl)amino)pyridazin-3-yl)methylene)butanoate ClC1=CC(=C(N=N1)\C=C(/C(=O)OCC)\CC)NCC1=CC=C(C=C1)OC